(2R,3S,5R)-2-ethynyl-5-(2-fluoro-6-heptanamido-9H-purin-9-yl)-2-(hydroxymethyl)tetrahydrofuran-3-yl heptanoate C(CCCCCC)(=O)O[C@@H]1[C@](O[C@H](C1)N1C2=NC(=NC(=C2N=C1)NC(CCCCCC)=O)F)(CO)C#C